6,7-dihydro-3H-naphtho[2,1-g]indole N1=CCC2=CC=C3C(=C12)C1=CC=CC=C1CC3